NC[C@@H](OC(CCC(=O)N1CC2=CC(=C(C(=C2C1)F)OCCCOC=1C(=CC2=C(C=C(S2)C(CCC(=O)OCC)=O)C1F)OC)OC)=O)C ethyl 4-[5-[3-[2-[4-[(1S)-2-amino-1-methyl-ethoxy]-4-oxo-butanoyl]-4-fluoro-6-methoxy-isoindolin-5-yl]oxypropoxy]-4-fluoro-6-methoxy-benzothiophen-2-yl]-4-oxo-butanoate